titanium(IV) propan-2-olate CC(C)[O-].[Ti+4].CC(C)[O-].CC(C)[O-].CC(C)[O-]